3-(4-((3,5-dichloro-4-(3-chloropropoxy)phenyl)sulfonyl)phenoxy)propane-1,2-diyl diacetate C(C)(=O)OCC(COC1=CC=C(C=C1)S(=O)(=O)C1=CC(=C(C(=C1)Cl)OCCCCl)Cl)OC(C)=O